1-(9Z,12Z-heptadecadienoyl)-2-octadecanoyl-glycero-3-phosphocholine CCCCCCCCCCCCCCCCCC(=O)O[C@H](COC(=O)CCCCCCC/C=C\C/C=C\CCCC)COP(=O)([O-])OCC[N+](C)(C)C